7-(((2-((2-(diethylamino)ethyl)(ethyl)amino)ethoxy)carbonyl)oxy)tridecane-1,13-diyl bis(3-hexylnonanoate) C(CCCCC)C(CC(=O)OCCCCCCC(CCCCCCOC(CC(CCCCCC)CCCCCC)=O)OC(=O)OCCN(CC)CCN(CC)CC)CCCCCC